2-amino-1-(2-((4-bromobenzyl)oxy)ethyl)-1H-benzimidazole-5-carbonitrile NC1=NC2=C(N1CCOCC1=CC=C(C=C1)Br)C=CC(=C2)C#N